1-(tert-butyl) 2-methyl (2R,5S)-5-(3-oxopropyl)pyrrolidine-1,2-dicarboxylate O=CCC[C@@H]1CC[C@@H](N1C(=O)OC(C)(C)C)C(=O)OC